N-{3-[2-(4-{3-[(3-fluoro-2-methoxyphenyl)amino]-4-oxo-1H,5H,6H,7H-pyrrolo[3,2-c]pyridin-2-yl}pyridin-3-yl)ethynyl]oxolan-3-yl}prop-2-enamide FC=1C(=C(C=CC1)NC1=C(NC2=C1C(NCC2)=O)C2=C(C=NC=C2)C#CC2(COCC2)NC(C=C)=O)OC